[Bis(trifluoroacetoxy)](phenyl)iodane FC(C(=O)OI(C1=CC=CC=C1)OC(C(F)(F)F)=O)(F)F